4-((3,8-dimethyl-2,3-dihydro-1H-pyrido[2,3-b][1,4]oxazin-7-yl)amino)-N-(3-fluoro-4-(4-(2-methoxyethyl)piperazin-1-yl)phenyl)-2-oxo-1,2-dihydropyridine-3-carboxamide CC1CNC2=C(O1)N=CC(=C2C)NC2=C(C(NC=C2)=O)C(=O)NC2=CC(=C(C=C2)N2CCN(CC2)CCOC)F